3-chloro-2-methyl-6-[2-methyl-4-(2,2,2-trifluoro-1,1-dimethyl-ethyl)phenyl]-1H-pyridin-4-one ClC1=C(NC(=CC1=O)C1=C(C=C(C=C1)C(C(F)(F)F)(C)C)C)C